N1(CCNCC1)CCNCCN N-(2-piperazin-1-ylethyl)ethane-1,2-diamine